O1C=C(C2=C1C=CC=C2)C[C@H](NS(=O)(=O)C=C)B(O)O 2-(benzofuran-3-yl)-1-(R)-vinylsulphonamidoethylboronic acid